CC=1N=C2N(C=C(C=C2C#N)C=2C=C3C=CN(C(C3=CC2)=O)C2CCNCC2)C1 2-methyl-6-[1-oxo-2-(piperidin-4-yl)isoquinolin-6-yl]imidazo[1,2-a]pyridine-8-carbonitrile